O=C1N(C(C=C1)=O)CCCCCC(=O)NC=1C=CC(=C(C1)S(=O)(=O)O)C(=O)NN 5-(6-(2,5-dioxo-2,5-dihydro-1H-pyrrol-1-yl)hexanamido)-2-(hydrazine-carbonyl)-benzenesulfonic acid